C(C)(=O)N1CCC(CC1)CN1C(=CC=C1)C(=O)NC=1SC=C(N1)C(C)(C)OC(C)C 1-((1-acetylpiperidin-4-yl)methyl)-N-(4-(2-isopropoxypropan-2-yl)thiazol-2-yl)-1H-pyrrole-2-carboxamide